C(CC(=O)[O-])(=O)OC(C)(CCCCC)C(C)(C)C.[K+] potassium 2-(tert-butyl)-2-heptyl malonate